2-(piperazin-1-yl)ethyl ((3S,5R,8R,9S,10S,13R,14S,17R)-14-hydroxy-10,13-dimethyl-17-(2-oxo-2H-pyran-5-yl)hexadecahydro-1H-cyclopenta[a]phenanthren-3-yl)carbamate O[C@]12[C@@H]3CC[C@@H]4C[C@H](CC[C@@]4([C@H]3CC[C@@]2([C@H](CC1)C=1C=CC(OC1)=O)C)C)NC(OCCN1CCNCC1)=O